FC=1C=C(C=C2C=CN(C(C12)=O)C1CCN(C2(CC2)C1)C(=O)OC(C)(C)C)C=1N=CC=2N(C1)C=C(N2)C tert-butyl 7-(8-fluoro-6-{2-methylimidazo[1,2-a]pyrazin-6-yl}-1-oxoisoquinolin-2-yl)-4-azaspiro[2.5]octane-4-carboxylate